5-amino-7-(3-cyanophenyl)-N-ethyl-8-(2-methoxypyridin-4-yl)-3-(pyridin-2-yl)imidazo[1,2-c]pyrimidine-2-carboxamide NC1=NC(=C(C=2N1C(=C(N2)C(=O)NCC)C2=NC=CC=C2)C2=CC(=NC=C2)OC)C2=CC(=CC=C2)C#N